(6aR,10aR)-6,6-Dimethyl-3-(2-methyloctan-2-yl)-9-oxo-6a,7,8,9,10,10a-hexahydro-6H-benzo[c]chromen-1-yl (R)-2,3-dihydroxypropanoate O[C@@H](C(=O)OC1=C2[C@H]3[C@H](C(OC2=CC(=C1)C(C)(CCCCCC)C)(C)C)CCC(C3)=O)CO